NC1(CC(=C(C=C1)C1=CC=CC=C1)C(=O)N)N 4,4-diaminobiphenyl-formamide